OC(CO)C1=C2N=CN(C2=NC=N1)CC1=CC=CC=C1 6-(alpha,beta-dihydroxy)ethyl-9-benzylpurine